3-methoxy-2,2-dimethyloxirane COC1C(O1)(C)C